N-[(E)-(5-Nitro-2-chloro-4-fluorophenyl)methylene]hydroxylamine [N+](=O)([O-])C=1C(=CC(=C(C1)\C=N\O)Cl)F